NC=1C=C(C=C2C=C(NC12)C1=CC=CC=C1)S(=O)(=O)NCC 7-amino-N-ethyl-2-phenyl-1H-indole-5-sulfonamide